2-(benzofuran-3-yl)ethan-1-amine O1C=C(C2=C1C=CC=C2)CCN